(2-isobutylmorpholino)(5-(2,4,5-trifluoro-3-hydroxyphenyl)-1,2,4-oxadiazol-3-yl)methanone C(C(C)C)C1OCCN(C1)C(=O)C1=NOC(=N1)C1=C(C(=C(C(=C1)F)F)O)F